N-hydroxy-3-oxo-4-(3-(trifluoromethyl)benzyl)-3,4-dihydro-2H-benzo[b][1,4]oxazine-6-carboxamide ONC(=O)C1=CC2=C(OCC(N2CC2=CC(=CC=C2)C(F)(F)F)=O)C=C1